C(C)(C)(C)N1N=C(N=N1)C(=O)NCC1=C(C=C(C=C1)C1=NC=NN2C1=CC(=C2)C=2C=NN(C2)C)C 2-(tert-butyl)-N-(2-methyl-4-(6-(1-methyl-1H-pyrazol-4-yl)pyrrolo[2,1-f][1,2,4]triazin-4-yl)benzyl)-2H-tetrazole-5-carboxamide